NC1=C(C=C(CNC(OC(C)(C)C)=O)C=C1)CCO tert-butyl (4-amino-3-(2-hydroxyethyl)benzyl)carbamate